(R,Z)-3-((5-(bicyclo[1.1.1]pentan-1-yl)-3-butyl-2-methyl-7-(methylthio)-1,1-dioxido-2,3,4,5-tetrahydrobenzo[f][1,2,5]thiadiazepin-8-yl)oxy)-2-fluoroacrylic acid C12(CC(C1)C2)N2C[C@H](N(S(C1=C2C=C(C(=C1)O\C=C(\C(=O)O)/F)SC)(=O)=O)C)CCCC